N,N,5-tri-tert-butoxycarbonyl-7-(3-bromo-5-methoxyphenyl)-5H-pyrrolo[3,2-d]pyrimidin-2-amine C(C)(C)(C)OC(=O)N(C=1N=CC2=C(N1)C(=CN2C(=O)OC(C)(C)C)C2=CC(=CC(=C2)OC)Br)C(=O)OC(C)(C)C